C(CCCCCCCCC)(=O)OC[C@H](N)C(=O)O O-decanoyl-serine